(1r,4r)-N,N-dibenzyl-4-(2-methoxy-2-methylpropoxy)cyclohexan-1-amine C(C1=CC=CC=C1)N(C1CCC(CC1)OCC(C)(C)OC)CC1=CC=CC=C1